4-amino-N,3-dimethyl-N-((1r,4r)-1-methyl-7-(trifluoromethyl)-3,4-dihydro-1H-2-benzopyran-4-yl)-3H-pyrazolo[3,4-c]quinoline-8-carboxamide NC1=NC=2C=CC(=CC2C2=C1N(N=C2)C)C(=O)N([C@H]2CO[C@@H](C1=C2C=CC(=C1)C(F)(F)F)C)C